2-[(2-Fluoroacetyl)-[[(2S)-1-(3-phenylpropanoyl)pyrrolidine-2-carbonyl]amino]amino]acetamide FCC(=O)N(CC(=O)N)NC(=O)[C@H]1N(CCC1)C(CCC1=CC=CC=C1)=O